(-)-di-toluoyltartaric acid C=1(C(=CC=CC1)C(=O)C(C(C(=O)O)(O)C(=O)C=1C(=CC=CC1)C)(O)C(=O)O)C